3,5-dimethyl-N-[(3s,6r)-6-{5-[2-(trifluoromethoxy)ethoxy]-1,3,4-oxadiazol-2-yl}piperidin-3-yl]benzamide CC=1C=C(C(=O)N[C@@H]2CN[C@H](CC2)C=2OC(=NN2)OCCOC(F)(F)F)C=C(C1)C